C(=C)(C)C1=C(C=CC(=C1)C(=C)C)C1=CC=CC=C1 2,4-diisopropenylbiphenyl